ClC=1C=CC2=C(CC(CC=3N2C(=NN3)[C@H]3CN(CC3)CC3=NC=CC=C3)OC)C1 8-chloro-5-methoxy-1-[(3R)-1-(pyridin-2-ylmethyl)pyrrolidin-3-yl]-5,6-dihydro-4H-[1,2,4]triazolo[4,3-a][1]benzazepine